2'-chloro-N-(5-(4-(difluoromethyl)-3-methylpicolinoyl)-5,6-dihydro-4H-pyrrolo[3,4-d]thiazol-2-yl)-5'-methoxy-6-methyl-[4,4'-bipyridine]-3-carboxamide ClC1=NC=C(C(=C1)C1=C(C=NC(=C1)C)C(=O)NC=1SC2=C(N1)CN(C2)C(C2=NC=CC(=C2C)C(F)F)=O)OC